C1(=CC=CC=C1)C(C(=O)NC1=CC=C(C=C1)Cl)=C 2-phenyl-N-(p-chlorophenyl)acrylamide